NC1C(CN(CC1)C1=C(C(=C(C(=N1)SC(C(=O)N)C1=CC=CC=C1)C#N)CC)C#N)(F)F 2-((6-(4-amino-3,3-difluoropiperidin-1-yl)-3,5-dicyano-4-ethylpyridin-2-yl)thio)-2-phenylacetamide